C1(=CC=C(C=C1)C1=NC(=NC(=C1)C1=CC=C(C=C1)C1=CC(=CC=C1)C1=CC=CC=2C(C3=CC=CC=C3C12)(C)C)C1=CC=CC=C1)C1=CC=CC=C1 ([1,1'-biphenyl]-4-yl)-6-(3'-(9,9-dimethyl-9H-fluoren-4-yl)-[1,1'-biphenyl]-4-yl)-2-phenylpyrimidine